(2R,3S)-ethyl 2,3-dihydroxy-3-(5-chlorothiophen-2-yl)propanoate O[C@@H](C(=O)OCC)[C@@H](C=1SC(=CC1)Cl)O